CC1(C=2N=CN([C@H]3C[C@H](O)[C@@H](CO)O3)C2N=C(N1)N)O 6-methyl-2'-deoxyguanosine